O1NCCCC1 1,2-oxazinane